FC=1C=C(CCN2C[C@H]3[C@@](C2)(C[C@@H](C3)OC3=C(C=C(C=C3)F)F)O)C=C(C1O)F (3aR,5R,6aS)-2-(3,5-difluoro-4-hydroxyphenethyl)-5-(2,4-difluorophenoxy)hexahydrocyclopenta[c]pyrrol-3a(1H)-ol